silicon-iron-cobalt [Co].[Fe].[Si]